1-isopropyl-N-(4-methyl-1,1-dioxidotetrahydro-2H-thiopyran-4-yl)-4,5,6,7-tetrahydro-1H-indazole-6-carboxamide C(C)(C)N1N=CC=2CCC(CC12)C(=O)NC1(CCS(CC1)(=O)=O)C